C(#N)[C@H]1[C@@H](COCC1)N1N=C(C(=C1)C(=O)N)NC=1C=C(C2=C(B(OC2)O)C1)F 1-(trans-4-cyanotetrahydro-2H-pyran-3-yl)-3-((4-fluoro-1-hydroxy-1,3-dihydrobenzo[c][1,2]oxaborol-6-yl)amino)-1H-pyrazole-4-carboxamide